cis-4-aminotetrahydrofuran-2-carboxylate N[C@@H]1C[C@@H](OC1)C(=O)[O-]